(R)-trihydroxypyrrolidine OC1(N(CCC1)O)O